C(C)(CC)C(C(=O)N)=C s-butyl-acrylamide